Indium Zinc Silicon Oxide [Si]=O.[Zn].[In]